(4-ethoxy-3-(5-methyl-4-oxo-7-propyl-3,4-dihydroimidazo[5,1-f][1,2,4]triazin-2-yl)phenyl)glycine C(C)OC1=C(C=C(C=C1)NCC(=O)O)C1=NN2C(C(N1)=O)=C(N=C2CCC)C